C(C)OC=1C=C(C=O)C=CC1OC(CC1=CC=CC=C1)(CC=CC)C 3-ethoxy-4-((2-methyl-1-phenylhex-4-en-2-yl)oxy)benzaldehyde